5-(4-methylpiperazin-1-yl)pyrazolo[1,5-a]pyrimidine CN1CCN(CC1)C1=NC=2N(C=C1)N=CC2